O[C@@]12[C@]3(CCC(C=C3CC[C@H]1[C@@H]1CC[C@H](C(CO)C)[C@]1(CC2)C)=O)C 9,21-dihydroxy-20-methylpregna-4-en-3-one